F[C@H]1[C@H](C1)C(=O)NC=1N=CC2=CC(=NC=C2C1)C=1C=NC(=CC1C)CC(C)O (1R,2R)-2-fluoro-N-(7-{6-[2-hydroxypropyl]-4-methylpyridin-3-yl}-2,6-naphthyridin-3-yl)cyclopropane-1-carboxamide